FC[C@H](CN(CC[C@@H](C(=O)O)NC(CC1=C(C=CC=C1)F)=O)CCCCC1=NC=2NCCCC2C=C1)OC (S)-4-(((S)-3-fluoro-2-methoxypropyl)(4-(5,6,7,8-tetrahydro-1,8-naphthyridin-2-yl)butyl)amino)-2-(2-(2-fluorophenyl)acetamido)butanoic acid